2-[3-[5-(3-chlorophenyl)-1,3-thiazol-2-yl]-6-oxopyridazin-1-yl]-N-ethylacetamide ClC=1C=C(C=CC1)C1=CN=C(S1)C1=NN(C(C=C1)=O)CC(=O)NCC